methyltert-butyl 4-[[5-[2-bromo-4-(1-hydroxy-1-methyl-ethyl)phenoxy]-2-pyridyl]methyl]piperidine-1-carboxylate BrC1=C(OC=2C=CC(=NC2)CC2CCN(CC2)C(=O)OC(CC)(C)C)C=CC(=C1)C(C)(C)O